FCCOC=1C=C(C=2N(C1)N=C1C2C=NN1)C=1C=CC(=NC1)N1CCN(CC1)C(=O)C=1C=NC(=CC1)OC (4-(5-(6-(2-fluoroethoxy)-1H-pyrazolo[3',4':3,4]pyrazolo[1,5-a]pyridin-4-yl)pyridin-2-yl)piperazin-1-yl)(6-methoxypyridin-3-yl)methanone